ClC=1C=C(C=CC1Cl)[C@@H]1N(OCC1)C1=CC(=NC=N1)NC=1C(=CC(=C(C1)NC(C=C)=O)N(C)CCOC)OC N-(5-((6-((R)-3-(3,4-dichlorophenyl)isoxazolidine-2-yl)pyrimidine-4-yl)amino)-4-methoxy-2-((2-methoxyethyl)(methyl)amino)phenyl)acrylamide